C(C)(C)N(C(C1=C(C=CC=C1)C=1C=C(N2N=CN=CC21)C2CN(CC2)CC2CCC(CC2)NS(=O)(=O)CC)=O)C(C)C N,N-diisopropyl-2-[7-(1-{[(1r,4r)-4-ethanesulfonamidocyclohexyl]methyl}pyrrolidin-3-yl)pyrrolo[2,1-f][1,2,4]triazin-5-yl]benzamide